5-chloro-2-hydroxy-1,8-naphthyridine-3-carboxylic acid ethyl ester C(C)OC(=O)C=1C(=NC2=NC=CC(=C2C1)Cl)O